O[C@H]1CCN(C2=CC(=CC=C12)C(F)(F)F)C(=O)OC(C)(C)C tert-butyl (S)-4-hydroxy-7-(trifluoromethyl)-3,4-dihydroquinoline-1(2H)-carboxylate